C(#N)C=1C=C(C=C(C1)F)N1N=CC(=C1)C(C(=O)NC1=CC(=NN1C(=O)OC(C)(C)C)C1CC1)C tert-butyl 5-{2-[1-(3-cyano-5-fluorophenyl)pyrazol-4-yl]propanamido}-3-cyclopropylpyrazole-1-carboxylate